ClC1(C(NC2=CC=C(C=C12)S(=O)(=O)N1CCN(CC1)CCOC1=CC=CC=C1)=O)Cl 3,3-dichloro-5-(4-(2-phenoxyethyl)piperazine-1-ylsulfonyl)indol-2-one